C(CC1=CC=CC=C1)[C@H]1CN(CC2=C(N1CC1=CC3=C(C=N1)SC=N3)C=CC=C2)S(=O)(=O)C(F)(F)F (S)-6-((2-phenethyl-4-((trifluoromethyl)sulfonyl)-2,3,4,5-tetrahydro-1H-benzo[e][1,4]diazepin-1-yl)methyl)thiazolo[5,4-c]pyridine